ClC1=NC(=NC(=N1)C1=CC=C(C=C1)C(C)C)C1=CC=C(C=C1)C(C)C 2-chloro-4,6-bis(4-isopropylphenyl)-1,3,5-triazine